2,2'-bis(4-(carbazol-9-yl)phenyl)biphenyl C1=CC=CC=2C3=CC=CC=C3N(C12)C1=CC=C(C=C1)C1=C(C=CC=C1)C1=C(C=CC=C1)C1=CC=C(C=C1)N1C2=CC=CC=C2C=2C=CC=CC12